FC1=C(C=CC=C1)C(C1CCN(CC1)C(=O)OC(C)(C)C)O tert-butyl 4-((2-fluorophenyl)(hydroxy)methyl)piperidine-1-carboxylate